ClC=1C(=C(C2=C(N(CCO2)CC2=CSC=C2)C1)C(=O)O)OC 6-chloro-7-methoxy-4-[(thiophen-3-yl)methyl]-3,4-dihydro-2H-1,4-benzoxazine-8-carboxylic acid